morpholin-3-ylmethanol N1C(COCC1)CO